3-methyl-4-(4,4,5,5-tetramethyl-1,3,2-dioxaborolan-2-yl)benzonitrile CC=1C=C(C#N)C=CC1B1OC(C(O1)(C)C)(C)C